C(C)N1C(=NC2=C1C=CC=C2)C 1-ethyl-2-methyl-1H-benzo[d]imidazole